methyl (3S)-hexahydropyridazine-3-carboxylate hydrochloride salt Cl.N1N[C@@H](CCC1)C(=O)OC